C(C1=CC=CC=C1)OC1=CC=C(C=C1)CC(C(=O)O)\N=C/1\C2=CC=CC=C2C=2CC(CCC2C1=O)(C)C 3-[4-(benzyloxy)phenyl]-2-{[(9Z)-3,3-dimethyl-10-oxo-1,2,3,4,9,10-hexahydrophenanthren-9-ylidene]Amino}propionic acid